4-(2,3,6-trimethylphenoxy)phenylhydrazine hydrochloride Cl.CC1=C(OC2=CC=C(C=C2)NN)C(=CC=C1C)C